FC=1C(=NC(=NC1)NC1=NC=C(C=C1)C1CN(CCC1)C)C1=C(C2=C(N(C=N2)C(C)C)S1)C 5-Fluoro-N-[5-[1-methylpiperidin-3-yl]pyridin-2-yl]-4-(6-methyl-3-propan-2-ylthieno[2,3-d]imidazol-5-yl)pyrimidin-2-amine